(2-(3,8-diazabicyclo[3.2.1]octan-8-yl)-6,7-dihydrothiazolo[5,4-c]pyridin-5(4H)-yl)(chroman-8-yl)methanone C12CNCC(CC1)N2C=2SC=1CN(CCC1N2)C(=O)C=2C=CC=C1CCCOC21